BrC1=CC=C(S1)S(=O)(=O)NCC=1N=NN(C1)C(C(=O)NO)=CC1=CC=C(C=C1)O (S)-2-(4-((5-bromothiophene-2-sulfonamido)methyl)-1H-1,2,3-triazol-1-yl)-N-hydroxy-3-(4-hydroxyphenyl)propenamide